FC(C(=O)O)(F)F.C(C)N(S(NC1=C(C(=CC(=C1)Cl)C=1C(=NN(C1)C1=NC=C(C=C1)N1CCNCC1)C1=CC=NC=C1)F)(=O)=O)C ethylmethyl-[(5-chloro-2-fluoro-3-{1-[5-(piperazin-1-yl)pyridin-2-yl]-3-(pyridin-4-yl)pyrazol-4-yl}phenyl)sulfamoyl]amine-trifluoroacetic acid salt